normal decylmagnesium bromide C(CCCCCCCCC)[Mg]Br